C(C)N1CC(C1)OC1=C(C(=C(C(=C1)F)F)F)F 1-ethyl-3-(2,3,4,5-tetrafluorophenoxy)azetidine